O1CCOC12CC(CCC2)=O 1,4-Dioxaspiro[4.5]decan-7-one